4-(1-(4-cyclobutyl-2-methyl-5-(2-methyl-1H-imidazol-5-yl)benzoyl)piperidin-4-yl)benzonitrile C1(CCC1)C1=CC(=C(C(=O)N2CCC(CC2)C2=CC=C(C#N)C=C2)C=C1C1=CN=C(N1)C)C